(3S,5S)-1-(2-amino-5-(4-cyanopyridin-3-yl)phenyl)-5-(1-hydroxycyclopropyl)pyrrolidin-3-ylcarbamic acid tert-butyl ester C(C)(C)(C)OC(N[C@@H]1CN([C@@H](C1)C1(CC1)O)C1=C(C=CC(=C1)C=1C=NC=CC1C#N)N)=O